tert-butyl N-tert-butoxycarbonyl-N-[[6-iodo-5-[[2-(2,2,2-trifluoroacetyl)-2-azaspiro[3.3]heptan-6-yl]oxy]-2-pyridyl]methyl]carbamate C(C)(C)(C)OC(=O)N(C(OC(C)(C)C)=O)CC1=NC(=C(C=C1)OC1CC2(CN(C2)C(C(F)(F)F)=O)C1)I